Tetrahydro-pyran-4-carboxylic acid (8-{5-[4-(2-hydroxyethylcarbamoyl)-phenylamino]-6-methoxy-pyridin-2-yl}-2,3-dihydro-benzo[1,4]dioxin-2-ylmethyl)-amide OCCNC(=O)C1=CC=C(C=C1)NC=1C=CC(=NC1OC)C1=CC=CC2=C1OC(CO2)CNC(=O)C2CCOCC2